C12(CC3CC(CC(C1)C3)C2)CC(=O)NN2C(C3=CC=CC=C3C(=N2)Cl)=O 2-(1-adamantyl)-N-(4-chloro-1-oxophthalazin-2(1H)-yl)acetamide